N-((5-(5-(difluoromethyl)-1,3,4-oxadiazol-2-yl)pyridin-2-yl)methyl)-3-fluoro-N-(3-fluorophenyl)-1-(tetrahydrofuran-3-yl)azetidine-3-carboxamide FC(C1=NN=C(O1)C=1C=CC(=NC1)CN(C(=O)C1(CN(C1)C1COCC1)F)C1=CC(=CC=C1)F)F